C(C)S(=O)(=O)C=1C=CC(=C(C1)C=1C2=C(C(N(C1)C)=O)N(C=C2)S(=O)(=O)C2=CC=C(C=C2)C)OC2=NC=C(N=C2)CCC2CCNCC2 4-[5-ethylsulfonyl-2-[5-[2-(4-piperidyl)ethyl]pyrazin-2-yl]oxy-phenyl]-6-methyl-1-(p-tolylsulfonyl)pyrrolo[2,3-c]pyridin-7-one